3-(dimethylamino)benzyl alcohol CN(C=1C=C(CO)C=CC1)C